3,3-dimethyl-4-(2-methyl-4,4-diphenyl-3-butenyl)-1-phenylpyrrolidin-2-one CC1(C(N(CC1CC(C=C(C1=CC=CC=C1)C1=CC=CC=C1)C)C1=CC=CC=C1)=O)C